gluconic acid potassium salt [K+].O=C([C@H](O)[C@@H](O)[C@H](O)[C@H](O)CO)[O-]